(3R)-4-(7-(1,4-dimethyl-1H-1,2,3-triazol-5-yl)-3-(3-methyl-1-(tetrahydro-2H-pyran-2-yl)-1H-pyrazol-5-yl)isothiazolo[4,5-b]pyridin-5-yl)-3-methyl-morpholine CN1N=NC(=C1C1=C2C(=NC(=C1)N1[C@@H](COCC1)C)C(=NS2)C2=CC(=NN2C2OCCCC2)C)C